imidazo[1,2-b]pyridazin-7-ol N=1C=CN2N=CC(=CC21)O